BrC1=C(C=C(CN2C(=NC3(C2=O)CCCC3)CCCC)C=C1)C(C)(C)OCC 3-(4-bromo-3-(2-ethoxypropan-2-yl)benzyl)-2-butyl-1,3-diazaspiro[4.4]non-1-en-4-one